(3-cyanobenzyl)zinc (II) bromide [Br-].C(#N)C=1C=C(C[Zn+])C=CC1